2-amino-4-(chloromethyl)-1-(3-methoxy-2,6-dimethylphenyl)-1H-pyrrolo[2,3-b]pyridine NC1=CC=2C(=NC=CC2CCl)N1C1=C(C(=CC=C1C)OC)C